4-[[3-[1-(2,2-difluoroethyl)-3-(trifluoromethyl)pyrazol-4-yl]imidazo[1,2-a]pyrazin-8-yl]amino]-2-ethyl-N-[2-[(4-hydroxy-4-piperidyl)methylamino]-2-oxo-ethyl]benzamide FC(CN1N=C(C(=C1)C1=CN=C2N1C=CN=C2NC2=CC(=C(C(=O)NCC(=O)NCC1(CCNCC1)O)C=C2)CC)C(F)(F)F)F